(4R)-1-(2'-chloro-6'-fluoro-5-(trifluoromethyl)-[1,1'-biphenyl]-2-carbonyl)-N-((R,E)-5-(3,3-difluoroazetidin-1-yl)-5-oxopent-3-en-2-yl)-4-fluoroazepane-4-carboxamide ClC1=C(C(=CC=C1)F)C=1C(=CC=C(C1)C(F)(F)F)C(=O)N1CC[C@](CCC1)(C(=O)N[C@H](C)\C=C\C(=O)N1CC(C1)(F)F)F